6-Chloro-N-ethoxy-4-((4-methyl-2-(N-methylmethanesulfonamido)phenyl)amino)nicotinamide ClC1=NC=C(C(=O)NOCC)C(=C1)NC1=C(C=C(C=C1)C)N(S(=O)(=O)C)C